methyl-chlorofluoren CC1=C(C=2CC3=CC=CC=C3C2C=C1)Cl